(5-(4-(benzo[d]thiazol-5-ylamino)quinolin-6-yl)pyridin-2-yl)(4-hydroxypiperidin-1-yl)methanone S1C=NC2=C1C=CC(=C2)NC2=CC=NC1=CC=C(C=C21)C=2C=CC(=NC2)C(=O)N2CCC(CC2)O